C(C)C=1C=NC2=CC(=CN=C2C1)CN1CCN(CC1)C=1C=CC=2N(N1)C=C(N2)C 3-Ethyl-7-((4-(2-methylimidazolo[1,2-b]pyridazin-6-yl)piperazin-1-yl)methyl)-1,5-naphthyridine